1-(1-methyl-2,3-dihydro-1H-pyrido[2,3-b][1,4]oxazin-6-yl)ethan-1-ol CN1C2=C(OCC1)N=C(C=C2)C(C)O